NC1=NC=CC(=C1)S(=O)(=O)NC=1SC(=C(N1)C1=C(C=CC=C1C(F)(F)F)C)C1=CC(=CC(=C1)F)OCCC(C)(C)C 2-amino-N-(5-(3-(3,3-dimethylbutoxy)-5-fluorophenyl)-4-(2-methyl-6-(trifluoromethyl)phenyl)thiazol-2-yl)pyridin-4-sulfonamide